CC=1C(C(CCC1)(C)C)C=CC(CCC=C)=O 1-(2,6,6-trimethyl-2-cyclohexene-1-yl)-1,6-heptadien-3-on